C(CCC)OC1=NN2C(C(=N1)N)=NC=C2CC2=NC=C(C=C2)OC butoxy-7-((5-methoxypyridin-2-yl)methyl)imidazo[2,1-f][1,2,4]triazin-4-amine